trimethoxy(p-butylphenyl)silanol COO[Si](C1=CC=C(C=C1)CCCC)(OC)OC